FC(C1=C(C=CC=C1)C=1C=C2CCC(C2=CC1)NC(O[C@@H]1CN2CCC1CC2)=O)(F)F (S)-quinuclidin-3-yl (5-(2-(trifluoromethyl)phenyl)-2,3-dihydro-1H-inden-1-yl)carbamat